C(C)(C)(C)OC(=O)N1CC2(CC(C1)C2)CNC 1-(Methylaminomethyl)-3-azabicyclo[3.1.1]heptane-3-carboxylic acid tert-butyl ester